[Si](C)(C)(C(C)(C)C)O[C@H]1[C@@H](N([C@@H](C1)COS(=O)(=O)C)C(=O)OC(C)(C)C)C tert-butyl (2S,3R,5S)-3-[(tert-butyldimethylsilyl)oxy]-5-[(methanesulfonyloxy)methyl]-2-methyl-pyrrolidine-1-carboxylate